CC1=CC2=CN(N=C2C=C1[N+](=O)[O-])C1CN(C1)C(=O)OC(C)(C)C tert-butyl 3-(5-methyl-6-nitro-indazol-2-yl)azetidine-1-carboxylate